3-({1-methyl-4-[1-(2,2,2-trifluoroethyl)imidazole-2-amido]pyrrol-2-yl}formamido)propanoic acid CN1C(=CC(=C1)NC(=O)C=1N(C=CN1)CC(F)(F)F)C(=O)NCCC(=O)O